6-(difluoromethoxy)benzo[d]oxazol-2-thiol FC(OC1=CC2=C(N=C(O2)S)C=C1)F